2-(3-fluoroazetidin-1-yl)-6,7,8,9-tetrahydro-5H-pyrazino[2,3-d]azepine FC1CN(C1)C=1C=NC2=C(CCNCC2)N1